N-ethyl-3-phenyl-N-(3-(4-(3-phenylpropyl)phenyl)propyl)propan-1-amine C(C)N(CCCC1=CC=CC=C1)CCCC1=CC=C(C=C1)CCCC1=CC=CC=C1